vinyltri-t-butoxysilane C(=C)[Si](OC(C)(C)C)(OC(C)(C)C)OC(C)(C)C